1,4,7-triazacyclononane manganese [Mn].N1CCNCCNCC1